methyl 4-(bis(4-methoxybenzyl)amino)-1-(4-(1-hydroxyethyl)-2,6-dimethylphenyl)-6-oxo-1,6-dihydropyrimidine-5-carboxylate COC1=CC=C(CN(C=2N=CN(C(C2C(=O)OC)=O)C2=C(C=C(C=C2C)C(C)O)C)CC2=CC=C(C=C2)OC)C=C1